5'-chloro-N-(2,3-dihydro-1,4-benzodioxin-6-ylmethyl)-7'-oxo-7',8'-dihydro-6'H-spiro[cyclohexane-1,9'-furo[2,3-f]quinazoline]-2'-carboxamide ClC=1C=C2C(=C3C4(NC(NC13)=O)CCCCC4)OC(=C2)C(=O)NCC2=CC4=C(OCCO4)C=C2